Methyl-amine hydrochloride salt Cl.CN